propane-1,3-diylbisbenzoate C(CCC1=C(C(=O)[O-])C=CC=C1)C1=C(C(=O)[O-])C=CC=C1